1-(6-(1-(3-((4-((5-(difluoromethyl)pyrimidin-2-yl)amino)piperidin-1-yl)sulfonyl)-benzyl)piperidin-4-yl)-1-methyl-1H-indazol-3-yl)dihydropyrimidine-2,4(1H,3H)-dione FC(C=1C=NC(=NC1)NC1CCN(CC1)S(=O)(=O)C=1C=C(CN2CCC(CC2)C2=CC=C3C(=NN(C3=C2)C)N2C(NC(CC2)=O)=O)C=CC1)F